4-(3-chloro-2-fluoro-6-methoxyphenyl)-N-(5-((3-hydroxypropyl)thio)-1,3,4-thiadiazol-2-yl)-6-methylnicotinamide ClC=1C(=C(C(=CC1)OC)C1=CC(=NC=C1C(=O)NC=1SC(=NN1)SCCCO)C)F